benzoic acid monohydrate O.C(C1=CC=CC=C1)(=O)O